1-(5-((1R,4R,5R)-5-hydroxy-2-methyl-2-azabicyclo[2.2.1]heptan-5-yl)thiophen-2-yl)-2-((6-methoxy-2-methylquinazolin-4-yl)thio)ethan-1-one formic acid salt C(=O)O.O[C@]1([C@H]2CN([C@@H](C1)C2)C)C2=CC=C(S2)C(CSC2=NC(=NC1=CC=C(C=C21)OC)C)=O